N-[4-[(dimethylamino)methyl]phenyl]sulfonyl-2-[4-naphthalen-2-yl-2,6-di(propan-2-yl)phenyl]acetamide CN(C)CC1=CC=C(C=C1)S(=O)(=O)NC(CC1=C(C=C(C=C1C(C)C)C1=CC2=CC=CC=C2C=C1)C(C)C)=O